undecan-3,9-diyl-bis(2-methylpropan-1-ol) CCC(CCCCCC(CC)C(C(C)C)O)C(C(C)C)O